ClC=1C=CC(=NC1)COC1=CC=CC(=N1)C1=CCC(CC1)CC1=NC=2C(=NC(=CC2)C(=O)OC)N1C[C@H]1OCC1 methyl 2-((4-(6-((5-chloropyridin-2-yl) methoxy) pyridin-2-yl) cyclohex-3-en-1-yl) methyl)-3-(((S)-oxetan-2-yl) methyl)-3H-imidazo[4,5-b]pyridine-5-carboxylate